CC(C)(OC(=O)N(C=1C=C2C=NN(C2=CC1)C(=O)OC(C)(C)C)C1=NC(=NC=C1)C1=CC(=CC=C1)NC(=O)N1CCOCC1)C 1,1-dimethylethyl 5-[[(1,1-dimethylethoxy)carbonyl][2-[3-[(4-morpholinylcarbonyl)amino]phenyl]-4-pyrimidinyl]amino]-1H-indazole-1-carboxylate